1,5-diethyl-5-methyl-1,3-cyclohexadiene C(C)C1=CC=CC(C1)(C)CC